N-(4-Cyanobenzyl)-6-((1-((1-hydroxy-2-methylpropan-2-yl)sulfonyl)cyclopropyl)methyl)-1-(2-hydroxy-2-methylpropyl)-7-oxo-4,5,6,7-tetrahydro-1H-pyrazolo[3,4-c]pyridine-3-carboxamide C(#N)C1=CC=C(CNC(=O)C2=NN(C=3C(N(CCC32)CC3(CC3)S(=O)(=O)C(CO)(C)C)=O)CC(C)(C)O)C=C1